C1(CCCC1)C1=CC(=NN1)NC1=C(C=NC=C1)S(=O)(=O)N 4-((5-cyclopentyl-1H-pyrazol-3-yl)amino)pyridine-3-sulfonamide